3,5,3',5'-tetrabromo-4,4'-diamino-benzophenone BrC=1C=C(C(=O)C2=CC(=C(C(=C2)Br)N)Br)C=C(C1N)Br